4-(1-pyrrolidinyl)cyclohexanone N1(CCCC1)C1CCC(CC1)=O